C(C)C1=CC=2C(C3=CC=CC=C3C(C2C=C1)=O)=O 2-ethylanthraquinone